2-(4-isobutyloxyphenyl)acetic acid C(C(C)C)OC1=CC=C(C=C1)CC(=O)O